ClC1=C(C(=O)NCC=2C(NC(=CC2OC)C)=C=O)C(=C(C=C1C=1C=C2CCC(C2=CC1)N1CCOCC1)N(C1CCOCC1)CC)C 2-chloro-5-(ethyl(tetrahydro-2H-pyran-4-yl)amino)-N-((4-methoxy-6-methyl-2-carbonyl-1,2-dihydropyridin-3-yl)methyl)-6-methyl-3-(1-morpholino-2,3-dihydro-1H-inden-5-yl)benzamide